BrC=1C=CC(=C(CN2CCC(CC2)OC)C1)C1CCOCC1 1-(5-bromo-2-(tetrahydro-2H-pyran-4-yl)benzyl)-4-methoxypiperidine